FC1=C(C(=CC=C1)F)CP(O)(=O)CC[C@H]1OC([C@H]([C@H]([C@@H]1O)O)O)O (2,6-difluorophenyl)methyl-[2-[(2R,3S,4S,5S)-3,4,5,6-tetrahydroxytetrahydropyran-2-yl]ethyl]phosphinic acid